Phenazine methylsulfate COS(=O)(=O)O.C1=CC=CC2=NC3=CC=CC=C3N=C12